Tetradecyl-Acrylic Acid C(CCCCCCCCCCCCC)C(C(=O)O)=C